(3S,7aS)-3-(((tert-butyldiphenylsilyl)oxy)methyl)tetrahydro-1H-pyrrolizine tert-butyl-N-[2-(2-hydroxyethyl)-4-methyl-5-oxo-7,8-dihydro-6H-pyrazolo[1,5-a][1,3]diazepin-6-yl]carbamate C(C)(C)(C)OC(NC1C(N(C=2N(CC1)N=C(C2)CCO)C)=O)=O.[Si](C2=CC=CC=C2)(C2=CC=CC=C2)(C(C)(C)C)OC[C@@H]2CCC1=CCCN21